P(OCC1=CC=C(C=C1)OC)(OC1=C(C(=C(C(=C1F)F)F)F)F)(=O)N 4-methoxybenzyl (perfluorophenyl) phosphoramidate